C1(CC1)C=1C(=CC=2N(C1)C(=CN2)C2=CC=CC(=N2)NC2CNCC1(CC1)C2)OC N-(6-(6-cyclopropyl-7-methoxyimidazo[1,2-a]pyridin-3-yl)pyridin-2-yl)-5-azaspiro[2.5]octan-7-amine